NCC=1OC2=C(C1)C=C(C=C2C2=C(C=NC=C2)F)C2=CC=C(C=C2)C(=O)N2CCC(CC2)(F)F (4-(2-(aminomethyl)-7-(3-fluoropyridin-4-yl)benzofuran-5-yl)phenyl)(4,4-difluoropiperidin-1-yl)methanone